COC=1C=C2CCN(CC2=CC1NC1=NC=C2C(=N1)N(N=C2)C[C@H]2[C@@H](CCCC2)CO)C |r| [rac-trans-2-[[6-[(6-methoxy-2-methyl-3,4-dihydro-1H-isoquinolin-7-yl)amino]pyrazolo[3,4-d]pyrimidin-1-yl]methyl]cyclohexyl]methanol